N=1N2C(=CC1)C(C1(C2)CCNCC1)N 4'H,6'H-spiro[piperidine-4,5'-pyrrolo[1,2-b]pyrazole]-4'-amine